FC(C1=C2C=CN(C2=C(C(=C1OC=1C=CC(=C(C#N)C1)F)F)F)S(=O)(=O)C1=CC=C(C=C1)C)F 5-[4-(difluoromethyl)-6,7-difluoro-1-(p-tolylsulfonyl)indol-5-yl]oxy-2-fluoro-benzonitrile